C(C)(C)C1=C(C=CC=C1)N1C(SC=C1C)=NN=CC1=CC=C(C=C1)C1=NN(C(=N1)NC)C1=CC=C(C=C1)OC(F)(F)F 3-[4-({[3-(2-Isopropylphenyl)-4-methyl-1,3-thiazol-2(3H)-yliden]hydrazono}methyl)phenyl]-N-methyl-1-[4-(trifluoromethoxy)phenyl]-1H-1,2,4-triazol-5-amin